4-chloro-6-methyl-2-(trifluoromethyl)pyrimidine-5-carboxylic acid ethyl ester C(C)OC(=O)C=1C(=NC(=NC1C)C(F)(F)F)Cl